piperazine-1,2,4-tricarboxylic acid 4-benzyl ester 1-tert-butyl ester 2-methyl ester COC(=O)C1N(CCN(C1)C(=O)OCC1=CC=CC=C1)C(=O)OC(C)(C)C